4-amino-5-methyl-2-oxopyrimidin NC1=NC(NC=C1C)=O